[Ru].ClC(C(O)O)(Cl)Cl chloral hydrate ruthenium